BrC1=C(OC2=NC=C(C=N2)Cl)C=CC(=C1)C 2-(2-bromo-4-methylphenoxy)-5-chloropyrimidine